C(NC([O-])=O)NC([O-])=O methylenedicarbamate